2',6'-dibromo-2-methyl-4-trifluoromethoxy-4'-trifluoromethyl-1,3-thiazole-5-carboxanilide BrC1=C(NC(=O)C2=C(N=C(S2)C)OC(F)(F)F)C(=CC(=C1)C(F)(F)F)Br